2-(((4-methoxy-3,5-dimethylpyridin-2-yl)methyl)sulfinyl)-1H-benzo[d]imidazol-5-yl (3r,5r,7r)-adamantane-1-carboxylate C12(CC3CC(CC(C1)C3)C2)C(=O)OC2=CC3=C(NC(=N3)S(=O)CC3=NC=C(C(=C3C)OC)C)C=C2